2-(2,6-dioxo-3-piperidyl)-4-[4-(3-hydroxypropyl)-1-piperidyl]isoindoline-1,3-dione O=C1NC(CCC1N1C(C2=CC=CC(=C2C1=O)N1CCC(CC1)CCCO)=O)=O